6-(2-fluoro-4-methoxyphenyl)isoindolin-1-one FC1=C(C=CC(=C1)OC)C1=CC=C2CNC(C2=C1)=O